methyl 2-(l-5-[(tert-butoxy)carbonyl]-1H,4H,5H,6H,7H-pyrazolo[4,3-c]pyridine-3-amidocyclopropyl)pyrimidine-5-carboxylate C(C)(C)(C)OC(=O)N1CC2=C(CC1)NN=C2C(=O)NC2(CC2)C2=NC=C(C=N2)C(=O)OC